ClC1=CC=C(COC=2C=C3C(=CC(=NC3=CC2)C(=O)O)C(=O)N2CCCCC2)C=C1 6-((4-chlorobenzyl)oxy)-4-(piperidine-1-carbonyl)quinoline-2-carboxylic Acid